C(CCCCCCC)(=O)SCCC[Si](OCC)(OCC)OCC 3-octanoylthiopropyltriethoxysilane